NC=1OCCN1 2-amino-4,5-dihydrooxazol